(S)-4-(((S)-1-(4-(4-((14-azido-3,6,9,12-tetraoxatetradecyl)oxy)naphthalen-1-yl)phenyl)-2-carboxyethyl)amino)-3-(4-((4-methylpyridin-2-yl)amino)butanamido)-4-oxobutanoic acid N(=[N+]=[N-])CCOCCOCCOCCOCCOC1=CC=C(C2=CC=CC=C12)C1=CC=C(C=C1)[C@H](CC(=O)O)NC([C@H](CC(=O)O)NC(CCCNC1=NC=CC(=C1)C)=O)=O